FC1(CCN(CC1)C1=NC(=CC(=C1F)C=1OC(=NN1)C1=C(C=C(C=C1)I)N1CCC2(CC2)CC1)C)F 2-(2-(4,4-difluoropiperidin-1-yl)-3-fluoro-6-methylpyridin-4-yl)-5-(4-iodo-2-(6-azaspiro[2.5]octan-6-yl)phenyl)-1,3,4-oxadiazole